1-[3-({9-methoxy-2,2-dimethyl-1H,2H,3H,4H-benzo[h]1,6-naphthyridin-8-yl}oxy)propyl]pyrrolidine formate C(=O)O.COC1=CC=2C(=NC=C3CCC(NC23)(C)C)C=C1OCCCN1CCCC1